4-Fluoro-4-methyl-1-(4-nitrobenzyl)piperidine FC1(CCN(CC1)CC1=CC=C(C=C1)[N+](=O)[O-])C